6-((1S,6S)-6-aminocyclohex-3-en-1-yl-2,2,3,4,5,5-d6)-7-bromo-2-chloro-N-(thiophen-2-ylmethyl)thieno[3,2-d]pyrimidin-4-amine trifluoroacetate FC(C(=O)O)(F)F.N[C@H]1C(C(=C(C([C@@H]1C1=C(C=2N=C(N=C(C2S1)NCC=1SC=CC1)Cl)Br)([2H])[2H])[2H])[2H])([2H])[2H]